(1-(pyridin-4-yl)-1H-pyrazol-3-yl)methanol Ethyl-1-(pyridin-4-yl)-1H-pyrazole-3-carboxylate C(C)C=1C(=NN(C1)C1=CC=NC=C1)C(=O)OCC1=NN(C=C1)C1=CC=NC=C1